Cl.NC(C(=O)NC)CC(C)C 2-amino-N,4-dimethyl-valeramide hydrochloride